ClC1=CC=C(C(=C1C(C)O)F)F 1-(6-chloro-2,3-difluorophenyl)ethan-1-ol